tert-Butyl 3-(((3aR,4S,6R,6aS)-6-(5-bromo-4-chloro-7H-pyrrolo[2,3-d]pyrimidin-7-yl)-2,2-dimethyltetrahydro-4H-cyclopenta[d][1,3]dioxol-4-yl)methyl)azetidine-1-carboxylate BrC1=CN(C=2N=CN=C(C21)Cl)[C@@H]2C[C@@H]([C@@H]1[C@H]2OC(O1)(C)C)CC1CN(C1)C(=O)OC(C)(C)C